5-(2-(tert-butoxy)-2-oxoethoxy-7-(thiazol-2-yl)benzo[d]oxazol-2-yl)-3,8-diazabicyclo[3.2.1]octane-8-carboxylate C(C)(C)(C)OC(COC1=CC=C(C2=C1N=C(O2)C21CNCC(CC2)N1C(=O)[O-])C=1SC=CN1)=O